2-[tert-butoxycarbonyl(methyl)amino]-3-(2-methoxyphenyl)propanoic acid C(C)(C)(C)OC(=O)N(C(C(=O)O)CC1=C(C=CC=C1)OC)C